(E)-N-(4-((3-chloro-4-(pyridin-2-ylmethoxy)phenyl)amino)-3-cyano-7-ethoxyquinolin-6-yl)-4-morpholinobut-2-enamide ClC=1C=C(C=CC1OCC1=NC=CC=C1)NC1=C(C=NC2=CC(=C(C=C12)NC(\C=C\CN1CCOCC1)=O)OCC)C#N